6-Fluoro-2-(4-morpholin-4-ylmethyl-phenyl)-chinolin FC=1C=C2C=CC(=NC2=CC1)C1=CC=C(C=C1)CN1CCOCC1